tetrahydro-1H-furopyrrol O1CCC2C1=CCN2